O1C(OCC1)C=1C(=C(C2=C(C(=NO2)NC[C@H](O)C2=CC=CC=C2)C1)F)F (R)-2-((5-(1,3-dioxolan-2-yl)-6,7-difluorobenzo[d]isoxazol-3-yl)amino)-1-phenylethanol